3-(4-(4-((1-(4-Bromophenyl)azetidin-3-yl)methyl)piperazin-1-yl)phenyl)piperidine-2,6-dione BrC1=CC=C(C=C1)N1CC(C1)CN1CCN(CC1)C1=CC=C(C=C1)C1C(NC(CC1)=O)=O